1-(bromodifluoromethyl)-5-methyl-1H-pyrazole-4-carboxylic acid methyl ester COC(=O)C=1C=NN(C1C)C(F)(F)Br